C1(CC1)N1N=C(C(=C1)[N+](=O)[O-])OC cyclopropyl-3-methoxy-4-nitro-1H-pyrazole